F[B]F difluoroboron